[C@H]12CN(C[C@H](CC1)N2)C2=NC(=NC1=C(C(=CC=C21)C2=CC(=CC1=CC=CC=C21)O)F)OCC2(CC2)O 4-(4-((1R,5S)-3,8-diazabicyclo[3.2.1]octan-3-yl)-8-fluoro-2-((1-hydroxycyclopropyl)methoxy)quinazolin-7-yl)naphthalen-2-ol